NC1=C2CCCC2=CC=C1C1=CC(=NC=C1)OCCN(CC(C)(C)N1N=C(C=C1)S(=O)(=O)N(CC1=CC=C(C=C1)OC)CC1=CC=C(C=C1)OC)C 1-(1-((2-((4-(4-amino-2,3-dihydro-1H-inden-5-yl)pyridin-2-yl)oxy)ethyl)-(methyl)amino)-2-methylpropan-2-yl)-N,N-bis(4-methoxybenzyl)-1H-pyrazole-3-sulfonamide